BrC=1C=NC(=C(C(=O)N[C@H](C)C2=CC(=CC(=C2)C(F)(F)F)[N+](=O)[O-])C1)F (R)-5-bromo-2-fluoro-N-(1-(3-nitro-5-(trifluoromethyl)phenyl)ethyl)nicotinamide